4-amino-5-bromo-7-(2-C-methyl-β-D-ribofuranosyl)-7H-pyrrolo[2,3-d]pyrimidine NC=1C2=C(N=CN1)N(C=C2Br)[C@H]2[C@](O)([C@H](O)[C@H](O2)CO)C